ClC=1C=C(C=CC1F)NC(N(CC=1C=NC=CC1)[C@@H](C)C1=CNC(C2=CC=CC=C12)=O)=O (S)-3-(3-chloro-4-fluorophenyl)-1-(1-(1-oxo-1,2-dihydroisoquinolin-4-yl)ethyl)-1-(pyridin-3-ylmethyl)urea